3,4-Diethyl-2-hexen C(C)C(=CC)C(CC)CC